BrC=1C(=CC2=C(N=CO2)C1)F 5-Bromo-6-fluorobenzo[d]Oxazole